2-amino-N-[(3R,4R)-4-[4-(5-chloro-2-hydroxybenzoyl)benzamido]pyrrolidin-3-yl]pyrimidine-4-carboxamide NC1=NC=CC(=N1)C(=O)N[C@@H]1CNC[C@H]1NC(C1=CC=C(C=C1)C(C1=C(C=CC(=C1)Cl)O)=O)=O